[(5-methylfuran-2-yl)methyl]-3-{[6-(2-methylpropyl)pyridazin-3-yl]amino}benzamide CC1=CC=C(O1)CC1=C(C(=O)N)C=CC=C1NC=1N=NC(=CC1)CC(C)C